C1(=CC=CC=C1)SC1=CC=C(C=C1)C(C(CCCCCC)=O)=NO 1-[4-(phenylthio)phenyl]-octan-1-one-2-one oxime